4-(N,N-dimethylsulfamoyl)benzene CN(S(=O)(=O)C1=CC=CC=C1)C